6,7-dihydro-5H-pyrrolo[4,3-d]pyrimidine N1=CN=CC2=C1CNC2